tert-butyl 4-{2-[(1S)-4-(tert-butoxy)-1-carbamoyl-4-oxobutyl]-4-fluoro-1-oxo-3H-isoindol-5-yl}-3,3-dimethyl-2,6-dihydropyridine-1-carboxylate C(C)(C)(C)OC(CC[C@@H](C(N)=O)N1C(C2=CC=C(C(=C2C1)F)C=1C(CN(CC1)C(=O)OC(C)(C)C)(C)C)=O)=O